(2S,11aR)-7-Fluoro-2-hydroxy-6-(2-methoxy-2-methylpropoxy)-8-methyl-2,3,11,11a-tetrahydro-1H,5H-benzo[f]pyrrolo[2,1-c][1,4]oxazepin-5-one FC=1C(=CC2=C(C(N3[C@@H](CO2)C[C@@H](C3)O)=O)C1OCC(C)(C)OC)C